ethyl (2S)-2-amino-2-[(7S)-spiro[2.5]octan-7-yl]acetate N[C@H](C(=O)OCC)[C@H]1CCCC2(CC2)C1